C[Si](C1(C[C@H](N)C(=O)O)C(C=CC=C1)[Si](C)(C)C)(C)C o-di-(trimethylsilyl)phenylalanine